BrC=1C=CC(=C(C=C2C(N(C(S2)=S)CC(=O)O)=O)C1)OCC1=C(C=CC=C1)Cl (5-{5-bromo-2-[(2-chlorobenzyl)oxy]benzylidene}-4-oxo-2-thioxo-1,3-thiazolidin-3-yl)acetic acid